ClC=1C(=C(C=CC1)[C@@H](C(F)(F)F)NC=1C2=C(N=CN1)C=CC(=N2)O[C@@H]2CNCC2)F N-((S)-1-(3-chloro-2-fluorophenyl)-2,2,2-trifluoroethyl)-6-((S)-pyrrolidin-3-yloxy)pyrido[3,2-d]pyrimidin-4-amine